1-ethyl-3-(5-((4-(2-methyl-6-(1H-pyrazol-1-yl)pyridin-3-yl)piperidin-1-yl)methyl)isothiazol-3-yl)urea C(C)NC(=O)NC1=NSC(=C1)CN1CCC(CC1)C=1C(=NC(=CC1)N1N=CC=C1)C